N,N-dimethylcarbamoylmethyl 4-(4-guanidinobenzoyloxy)-phenylacetate N(C(=N)N)C1=CC=C(C(=O)OC2=CC=C(C=C2)CC(=O)OCC(N(C)C)=O)C=C1